C1=CC=C(C=C1)C=CCl Monochlorostyrene